rac-(trans)-3-methyltetrahydropyran-4-ol C[C@@H]1COCC[C@H]1O